ClC1=CC(=C(COC2=CC=CC(=N2)C2=CC=C(C=3CCOC32)C(C)C3=NC2=C(N3CC3(CC3)CF)C=C(C=C2)C(=O)O)C=C1)F 2-(1-(7-(6-((4-chloro-2-fluorobenzyl)oxy)pyridin-2-yl)-2,3-dihydrobenzofuran-4-yl)ethyl)-1-((1-(fluoromethyl)cyclopropyl)methyl)-1H-benzo[d]imidazole-6-carboxylic acid